OC1=C(C=C(C=C1)CC)C 4-hydroxy-3-methylphenylethane